ClC=1C=C(C=CC1OC(F)(F)F)N1C(N=C2C(C1=O)=CC=CN2CC=2C=NC(=CC2)Cl)=O 3-(3-chloro-4-(trifluoromethoxy)phenyl)-8-((6-chloropyridin-3-yl)methyl)pyrido[2,3-d]pyrimidine-2,4(3h,8h)-dione